(S,R) and (R,R)-4-(1-(difluoromethoxy)ethyl)-N'-((1,2,3,5,6,7-hexahydro-s-indacen-4-yl)carbamoyl)benzenesulfonimidamide FC(O[C@H](C)C1=CC=C(C=C1)[S@](=O)(N)=NC(NC1=C2CCCC2=CC=2CCCC12)=O)F |&1:11|